Methyl 4-iodo-1-(5-iodo-4-(4-(trifluoromethyl) phenyl) thiazol-2-yl)-3-methyl-1H-pyrazole-5-carboxylate IC=1C(=NN(C1C(=O)OC)C=1SC(=C(N1)C1=CC=C(C=C1)C(F)(F)F)I)C